COC1=C(C2=CC=CC=C2C=C1)CC1=C(C=CC2=CC=CC=C12)OCC1CCN(CC1)C 4-[({1-[(2-methoxynaphthalen-1-yl)methyl]naphthalen-2-yl}oxy)methyl]-1-methylpiperidine